4-[3-(quinolin-6-yl)ureido]benzoylhydrazine N1=CC=CC2=CC(=CC=C12)NC(NC1=CC=C(C(=O)NN)C=C1)=O